CC1=CC=C(C=C1)S(=O)(=O)CCCC1CCN(CC1)C(=O)OC(C)(C)C tert-Butyl 4-(3-(p-toluenesulfonyl)propyl)piperidine-1-carboxylate